Cl.C12CC(CC(CC1)N2)OC=2SC1=C(C=NC(=C1)C=1C=C(C=3N(C1)C=C(N3)C)C#N)N2 6-{2-[(3-exo)-8-Azabicyclo[3.2.1]oct-3-yloxy][1,3]thiazolo[4,5-c]pyridin-6-yl}-2-methylimidazo[1,2-a]pyridin-8-carbonitril-Hydrochlorid